CN(C=1SC2=C(C=NC(=C2)C2=CC3=CN(N=C3C=C2)C)N1)C1CC(NC(C1)(C)C)(C)C N-methyl-6-(2-methyl-2H-indazol-5-yl)-N-(2,2,6,6-tetramethylpiperidin-4-yl)[1,3]thiazolo[4,5-c]pyridin-2-amine